C(C)(=O)NC1=C(C(=O)O)C=CC(=C1)[C@H]1N(CCN(C1)CC(F)F)CC1=C2C=CNC2=C(C=C1OC)C (R)-2-Acetamido-4-(4-(2,2-difluoroethyl)-1-((5-methoxy-7-methyl-1H-indol-4-yl)methyl)piperazin-2-yl)benzoic acid